FC1=C(C(=C(C(=C1C[B-](CC1=C(C(=C(C(=C1F)F)F)F)F)(CC1=C(C(=C(C(=C1F)F)F)F)F)CC1=C(C(=C(C(=C1F)F)F)F)F)F)F)F)F.C1=CC=CC=2[SH+]C3=CC=CC=C3SC12 (Thianthrenium) tetrakis(pentafluorobenzyl)borate